5-((3-fluorobenzyl)oxy)-N-(prop-2-yn-1-yl)-1,2,3,4-tetrahydronaphthalen-1-amine FC=1C=C(COC2=C3CCCC(C3=CC=C2)NCC#C)C=CC1